1-(acetamido)-5-cyanoindole C(C)(=O)NN1C=CC2=CC(=CC=C12)C#N